The molecule is a N-acyl-4-hydroxy-15-methylhexadecasphinganine in which the acyl group has 23 carbons and 0 double bonds and is 2-hydroxylated. It derives from a 15-methylhexadecaphytosphingosine. CCCCCCCCCCCCCCCCCCCCCC(C(=O)N[C@@H](CO)[C@@H]([C@@H](CCCCCCCCCCC(C)C)O)O)O